ClC1=NNC(C(=C1)[C@H](C)N1N=C(C(=C1)NC(=O)[C@H](C(C1CC1)C1CC1)NC(=O)C=1N(N=CC1)CC1CC1)F)=O N-[(1S)-1-[[1-[(1S)-1-(3-chloro-6-oxo-1H-pyridazin-5-yl)ethyl]-3-fluoro-pyrazol-4-yl]carbamoyl]-2,2-dicyclopropyl-ethyl]-2-(cyclopropyl-methyl)pyrazole-3-carboxamide